NC=1SC(=C(N1)C)C(=O)NC1=NC=2C(=C(C=CC2C=2N1CCN2)OCCCN2CCOCC2)OC 2-amino-N-[7-methoxy-8-(3-morpholin-4-ylpropoxy)-2,3-dihydroimidazo[1,2-c]quinazolin-5-yl]-4-methyl-1,3-thiazole-5-carboxamide